F[C@H]1[C@@H]2CC[C@H](C[C@H]1N(C)C1=NC=C(N=C1)C1=C(C=C(C=C1)C1=NC(=NO1)C)OCOC)N2C(=O)[O-] (1s,2r,3r,5r)-2-fluoro-3-([5-[2-(methoxymethoxy)-4-(3-methyl-1,2,4-oxadiazol-5-yl) phenyl] pyrazin-2-yl] (methyl) amino)-8-azabicyclo[3.2.1]octane-8-carboxylate